6-{[2-(1-methyl-1H-pyrazol-4-yl)[1,2,4]triazolo[1,5-C]quinazolin-5-yl]amino}-5-oxo-1,4-diazepan-1-carboxylic acid benzyl ester C(C1=CC=CC=C1)OC(=O)N1CCNC(C(C1)NC1=NC=2C=CC=CC2C=2N1N=C(N2)C=2C=NN(C2)C)=O